FC=1C(=CC(NC1)=O)N[C@H](C(=O)O)C(C)(C)C (S)-2-((5-fluoro-2-oxo-1,2-dihydropyridin-4-yl)amino)-3,3-dimethylbutanoic acid